2,4-dichlorophenoxyacetate copper [Cu+2].ClC1=C(OCC(=O)[O-])C=CC(=C1)Cl.ClC1=C(OCC(=O)[O-])C=CC(=C1)Cl